The molecule is a tetrachlorobenzene that is 1,2,4,5-tetrachlorobenzene in which the hydrogens at positions 3 and 6 are replaced by hydroxy groups. It is a tetrachlorobenzene and a member of chlorohydroquinones. It derives from a 1,2,4,5-tetrachlorobenzene. It is a conjugate acid of a 2,3,5,6-tetrachlorobenzene-1,4-bis(olate). C1(=C(C(=C(C(=C1Cl)Cl)O)Cl)Cl)O